C(C)C=1C(=CC=C2C=C(C=C(C12)C1=C(C=C2C(=NC(=NC2=C1F)OC[C@]12CCCN2C[C@@H](C1)F)N1CCOCC(C1)(O)C)F)O)F 4-(7-(8-Ethyl-7-fluoro-3-hydroxynaphthalen-1-yl)-6,8-difluoro-2-(((2R,7aS)-2-fluorotetrahydro-1H-pyrrolizin-7a(5H)-yl)methoxy)quinazolin-4-yl)-6-methyl-1,4-oxazepan-6-ol